FC1=C2CN(CC2=CC(=C1F)F)C(=O)NC1=CC=C(C=C1)C=1CCN(CC1)C(NC[C@@H](C(C)(C)O)F)=O (S)-4,5,6-TRIFLUORO-N-(4-(1-((2-FLUORO-3-HYDROXY-3-METHYLBUTYL)CARBAMOYL)-1,2,3,6-TETRAHYDROPYRIDIN-4-YL)PHENYL)ISOINDOLINE-2-CARBOXAMIDE